C(C)O.N[SiH3] aminosilane compound with ethanol